ammonium sulphate hydrochloride Cl.S(=O)(=O)([O-])[O-].[NH4+].[NH4+]